C(=O)(O)C(C)C1=NC(=NC(=C1C(=O)O)O)SC 4-(1-carboxyethyl)-6-hydroxy-2-(methylsulfanyl)pyrimidine-5-carboxylic acid